(3R)-1-(7-(5-cyclopropyl-3-iodo-6-methyl-1H-indazol-4-yl)-8-fluoro-2-(((2R,7aS)-2-fluorotetrahydro-1H-pyrrolizin-7a(5H)-yl)methoxy)pyrido[4,3-d]pyrimidin-4-yl)-3-methylpiperidin-3-ol C1(CC1)C=1C(=C2C(=NNC2=CC1C)I)C1=C(C=2N=C(N=C(C2C=N1)N1C[C@@](CCC1)(O)C)OC[C@]12CCCN2C[C@@H](C1)F)F